7-methoxy-2-(2-(piperidin-1-yl)benzyl)imidazo[1,2-c]quinazolin-5-amine COC1=CC=CC=2C=3N(C(=NC12)N)C=C(N3)CC3=C(C=CC=C3)N3CCCCC3